ClC=1C=CC=2C(=NC=C(N2)N2CCC3([C@@H]([C@@H](OC3)C)N)CC2)N1 (3S,4S)-8-(6-chloropyrido[2,3-b]pyrazin-2-yl)-3-methyl-2-oxa-8-azaspiro[4.5]decan-4-amine